2-(2-Chloro-4-fluorophenyl)-N-{3-sulfamoyl-4-[4-(trifluoromethyl)-1H-pyrazol-1-yl]phenyl}acetamide ClC1=C(C=CC(=C1)F)CC(=O)NC1=CC(=C(C=C1)N1N=CC(=C1)C(F)(F)F)S(N)(=O)=O